C(C)(C)(C)[Si](C)(C)N tertiary butyl-aminodimethyl-silane